O([As]1C2=CC=CC=C2OC=2C=CC=CC12)[As]1C2=CC=CC=C2OC=2C=CC=CC12 10,10'-oxydiphenoxarsine